C1([C@H](O)[C@@H](O)[C@H](O)[C@H](O1)CO)C=1C=NC2=CC3=C(C4CNCC3C4)C=C2N1 D-Glucopyranosyl-7,8,9,10-tetrahydro-6,10-methano-6H-pyrazino[2,3-h][3]benzazepine